1-cyclohexyl-5-nitroisoquinoline C1(CCCCC1)C1=NC=CC2=C(C=CC=C12)[N+](=O)[O-]